NC1=C2N=CN(C2=NC=N1)C[C@@H](C)OCP(OCCOCCCCCCCCCCCCCC[Si]1(CCC1)C)(O)=O 2-((14-(1-methylsiletan-1-yl)tetradecyl)oxy)ethyl hydrogen ((((R)-1-(6-amino-9H-purin-9-yl)propan-2-yl)oxy)methyl)phosphonate